FC1=CC(=C(C=C1)O)[C@@H]1N(CCC1)C=1C=CC=2N(N1)C(=CN2)C=2N=NC=C(C2)CO (R)-4-fluoro-2-(1-(3-(5-(hydroxymethyl)pyridazin-3-yl)imidazo[1,2-b]pyridazin-6-yl)pyrrolidin-2-yl)phenol